5-Bromo-2-chloro-N-(2-methylcyclopentyl)pyrimidin-4-amine BrC=1C(=NC(=NC1)Cl)NC1C(CCC1)C